8-(2,2-dimethylpropyl)-2-{[(1S)-1-(4-phenoxyphenyl)ethyl]amino}pyrido[2,3-d]pyrimidin-7(8H)-one CC(CN1C(C=CC2=C1N=C(N=C2)N[C@@H](C)C2=CC=C(C=C2)OC2=CC=CC=C2)=O)(C)C